6-phenoxypyridazin-3-amine O(C1=CC=CC=C1)C1=CC=C(N=N1)N